1,1,1,4,5,5,5-heptafluoro-4-(trifluoromethyl)-2-pentene FC(C=CC(C(F)(F)F)(C(F)(F)F)F)(F)F